2-bromo-3,4,6-trifluoro-N'-hydroxybenzene-1-carboximidamide BrC1=C(C(=CC(=C1F)F)F)C(N)=NO